[C@@H]1([C@H](O)[C@H](O)[C@H](O1)CO)N1C2=NC(=NC(=C2N=C1)NC(=O)N[C@@H]([C@H](O)C)C(=O)O)SC N-((9-β-D-ribofuranosyl-2-methylthiopurine-6-yl)carbamoyl)threonine